tert-butyl 4-(2,4-dichloro-6-methoxyphenyl)piperidine-1-carboxylate ClC1=C(C(=CC(=C1)Cl)OC)C1CCN(CC1)C(=O)OC(C)(C)C